4-(5-chloro-2-(4-chloro-1H-1,2,3-triazol-1-yl)phenyl)-2-methoxypyrimidine ClC=1C=CC(=C(C1)C1=NC(=NC=C1)OC)N1N=NC(=C1)Cl